N1(CCC1)CC1=CC(=NC=C1)NC=1SC2=NC(=CC=C2N1)C=1C=NNC1C N-(4-(azetidin-1-ylmethyl)pyridin-2-yl)-5-(5-methyl-1H-pyrazol-4-yl)thiazolo[5,4-b]pyridin-2-amine